(S)-(4-(2-(aminomethyl)-3-fluoroallyl)oxyphenyl)-(1-phenyl-3,4-dihydroisoquinolin-2(1H)-yl)-methanone trifluoroacetate FC(C(=O)O)(F)F.NCC(COC1=CC=C(C=C1)C(=O)N1[C@H](C2=CC=CC=C2CC1)C1=CC=CC=C1)=CF